C(=O)O.C1(CC1)C1=CC(=C(C=C1)C1=C2C(=C(N=N1)N[C@H]1CN(CCC1)C)CCC2)OC(F)F 4-[4-cyclopropyl-2-(difluoromethoxy)phenyl]-N-[(3R)-1-methylpiperidin-3-yl]-6,7-dihydro-5H-cyclopenta[d]pyridazin-1-amine formate